P(=O)(OC1=CC=C(C=C1)C(C)(C)C)(OC1=CC=C(C=C1)C(C)(C)C)OC1=CC=CC=C1 bis(4-tertiary butyl phenyl) phenyl phosphate